Cl.NC1CN(C1)C(C)=O 1-(3-aminoazetidin-1-yl)ethan-1-one HCl